tert-butyl (3S,5S)-3-((6-(4-amino-3-fluorophenyl)-8-ethylquinazolin-2-yl) amino)-5-fluoropiperidine-1-carboxylate NC1=C(C=C(C=C1)C=1C=C2C=NC(=NC2=C(C1)CC)N[C@@H]1CN(C[C@H](C1)F)C(=O)OC(C)(C)C)F